N1=C2C(=CC=C1)CCOC2 5,8-dihydro-6H-pyrano[3,4-B]pyridine